[N+](=O)(OCCN(C)C1CN(C1)S(=O)(=O)C1=CC(=C(C=C1)OCC)C=1NC(C2=C(N1)C(=NN2C)CCC)=O)[O-] 2-((1-((4-ethoxy-3-(1-methyl-7-oxo-3-propyl-6,7-dihydro-1H-pyrazolo[4,3-d]pyrimidin-5-yl)phenyl)sulfonyl)azetidin-3-yl)(methyl)amino)ethyl nitrate